F\C=C/C(F)(F)F (Z)-1,3,3,3-tetrafluoro-1-propene